5-((2-hydroxynaphthalen-1-yl)methyl)quinoxalin-6-ol 2,2,3,3-tetramethyl-12-oxo-4,11,13-trioxa-7-aza-3-silahexadecan-16-yl-(9Z,12Z)-octadeca-9,12-dienoate CC(C)([Si](OCCNCCCOC(OCCCC(C(=O)OC=1C(=C2N=CC=NC2=CC1)CC1=C(C=CC2=CC=CC=C12)O)CCCCCC\C=C/C\C=C/CCCCC)=O)(C)C)C